dihydrobenzofuran-4-ol O1CCC=2C1=CC=CC2O